C(C)(=O)OCC1=C(C(=CC(=C1)Cl)S(NC1=C(C(=C(C=C1)F)C#CC=1C=NC(=NC1)Cl)F)(=O)=O)OC 5-chloro-3-(N-(3-((2-chloropyrimidin-5-yl) ethynyl)-2,4-difluorophenyl) sulfamoyl)-2-methoxybenzyl acetate